(+/-)-tert-butyl (trans,trans)-3-(hydroxymethyl)-2-methyl-4-[3-(methylsulfanyl)phenyl]piperidine-1-carboxylate OCC1C(N(CCC1C1=CC(=CC=C1)SC)C(=O)OC(C)(C)C)C